6-(4-chlorophenyl)-N-[(trans)-3,3-difluoro-2-hydroxycyclohexyl]-2-(3-fluorophenyl)-3-oxo-2,3-dihydropyridazine-4-carboxamide ClC1=CC=C(C=C1)C=1C=C(C(N(N1)C1=CC(=CC=C1)F)=O)C(=O)N[C@H]1[C@@H](C(CCC1)(F)F)O